C(C)(C)(C)OC(=O)NCC=1C=NN(C1)CC1=CC2=C(C(=NO2)NS(=O)(=O)C2=C(C=C(C(=O)OC)C=C2)OC)C(=C1)OC methyl 4-(N-(6-((4-(((tert-butoxycarbonyl) amino)methyl)-1H-pyrazol-1-yl)methyl)-4-methoxybenzo[d]isoxazol-3-yl)sulfamoyl)-3-methoxybenzoate